(2R,4S)-N-((S)-1-(((3-chloro-1H-pyrrolo[2,3-b]pyridin-5-yl)methyl)amino)-1-oxopropan-2-yl)-4-(4-cyclobutylbenzyl)pyrrolidine-2-carboxamide di-trifluoroacetate FC(C(=O)O)(F)F.FC(C(=O)O)(F)F.ClC1=CNC2=NC=C(C=C21)CNC([C@H](C)NC(=O)[C@@H]2NC[C@H](C2)CC2=CC=C(C=C2)C2CCC2)=O